(6-(tert-butyl)pyridin-2-yl)piperidine-1-carboxylic acid tert-butyl ester C(C)(C)(C)OC(=O)N1C(CCCC1)C1=NC(=CC=C1)C(C)(C)C